CN1C(=NS(C2=C1C=C1C=CC=CC1=C2)(=O)=O)C(=C)C 4-methyl-3-(prop-1-en-2-yl)-4H-naphtho[2,3-e][1,2,4]thiadiazine-1,1-dioxide